C(C)(C)(C)C=1N(C=CN1)CC1=C(C=C(C=C1)C1=C(SC(=C1)CC(C)C)S(=O)(=O)NC(OCC(C)(C)O)=O)F 2-Hydroxy-2-methylpropyl (3-(4-((2-(tert-butyl)-1H-imidazol-1-yl)methyl)-3-fluoro-Phenyl)-5-isobutylthiophen-2-yl)sulfonylcarbamate